C(CC(=O)OCCC(CC(=C(C)C)C)C)(=O)OCC ethyl (3,5,6-trimethylhept-5-en-1-yl) malonate